CC1=CC=2C3=C(NC2C=C1)C(N(C=N3)CCC(=O)N3CCN(CC3)C=3C=C(C(=O)O)C=CC3)=O 3-(4-(3-(8-methyl-4-oxo-4,5-dihydro-3H-pyrimido[5,4-b]indol-3-yl)propionyl)piperazin-1-yl)benzoic acid